4-cyclopropoxy-N-(2,6-dichlorophenyl)-2-[(1-{[(3S)-4-methylmorpholin-3-yl]methyl}-1H-pyrazol-4-yl)amino]pyrimidine-5-carboxamide C1(CC1)OC1=NC(=NC=C1C(=O)NC1=C(C=CC=C1Cl)Cl)NC=1C=NN(C1)C[C@@H]1N(CCOC1)C